bis[2-((oxo) diphenyl-phosphino)phenyl] ether O=P(C1=C(C=CC=C1)OC1=C(C=CC=C1)P(C1=CC=CC=C1)(C1=CC=CC=C1)=O)(C1=CC=CC=C1)C1=CC=CC=C1